ClC=1C(N(C(=CC1OC([2H])([2H])C1=NC=C(C=C1F)F)C)C1=CC(=NC=C1C)N1CC=C(C=C1)F)=C=O 1-(3-chloro-4-((3,5-difluoropyridine-2-yl)methoxy-d2)-5',6-dimethyl-2-carbonyl-2H-[1,4'-bipyridyl]-2'-yl)-4-fluoro-1H-pyridine